ClC1=C(C=C(C(=N1)OCC(F)(F)F)NC(C(F)(F)F)=O)[N+](=O)[O-] 6-chloro-5-nitro-3-(2,2,2-trifluoroacetamido)-2-(2,2,2-trifluoroethoxy)pyridine